tert-butyl (3S)-3-[(1R)-2-[[2-(cyclobutylamino)pyridine-4-carbonyl]amino]-1-hydroxy-ethyl]-7-(oxazol-5-ylmethoxy)-3,4-dihydro-1H-isoquinoline-2-carboxylate C1(CCC1)NC1=NC=CC(=C1)C(=O)NC[C@@H](O)[C@H]1N(CC2=CC(=CC=C2C1)OCC1=CN=CO1)C(=O)OC(C)(C)C